CC1=CC(=NC(=N1)C(F)(F)F)N1CC2(CC1=O)CCN(CC2)C2=CN=C1C(=N2)N(N=C1)C1COC1 2-[6-methyl-2-(trifluoromethyl)pyrimidin-4-yl]-8-[1-(oxetan-3-yl)-1H-pyrazolo[3,4-b]pyrazin-6-yl]-2,8-diazaspiro[4.5]decan-3-one